C(CC(O)(C(=O)OC=C)CC(=O)OC=C)(=O)OC=C trivinyl citrate